NC1=CC(=C(C=C1)C=1C=C(N2N=CN=C(C21)N)C2CCN(CC2)C(=O)C2CC2)F 5-(4-amino-2-fluorophenyl)-7-(1-cyclopropanecarbonylpiperidin-4-yl)pyrrolo[2,1-f][1,2,4]Triazin-4-amine